2-methyl-1,3-dioxane CC1OCCCO1